FC(OC1=C(C(=O)NCC=2OC3=C(C=NC=4C=CC=CC34)N2)C=CC=C1)F 2-(difluoromethoxy)-N-(oxazolo[4,5-c]quinolin-2-ylmethyl)benzamide